5-chloro-N-[(1S)-3-(methylamino)-1-[[(3S,5R)-5-methyl-2-oxo-pyrrolidin-3-yl]methyl]-2,3-dioxo-propyl]-2-[[1-(trifluoromethyl)cyclopropane-carbonyl]amino]benzamide ClC=1C=CC(=C(C(=O)N[C@H](C(C(=O)NC)=O)C[C@H]2C(N[C@@H](C2)C)=O)C1)NC(=O)C1(CC1)C(F)(F)F